C1(CC1)C1=NN(C=2N=C(NC(C21)=O)C)[C@H](CC)C2=NC=C(C=C2)C(F)(F)F 3-Cyclopropyl-6-Methyl-1-[(1R)-1-[5-(Trifluoromethyl)Pyridin-2-Yl]Propyl]-1H,4H,5H-Pyrazolo[3,4-d]Pyrimidin-4-One